3-(5-ethyl-6-methoxypyridin-2-yl)cyclobutan-1-ol C(C)C=1C=CC(=NC1OC)C1CC(C1)O